N-(4-((4-(ethoxymethyl)-4-phenethylpiperidin-1-yl)methyl)-2-fluorophenyl)acetamide C(C)OCC1(CCN(CC1)CC1=CC(=C(C=C1)NC(C)=O)F)CCC1=CC=CC=C1